1-(3-aminophenyl)-3-((5-(5-(difluoromethyl)-1,3,4-oxadiazol-2-yl)pyridin-2-yl)methyl)-5,5-dimethylimidazolidine-2,4-dione NC=1C=C(C=CC1)N1C(N(C(C1(C)C)=O)CC1=NC=C(C=C1)C=1OC(=NN1)C(F)F)=O